BrC=1C=C(C=CC1)C1(CCC1)C(=O)O 1-(3-bromophenyl)cyclobutane-1-carboxylic acid